CC1=C(OC2=CC=C(C=C2)N2N=C3C(NCC[C@H]3N3CCN(CC3)S(=O)(=O)C3=C(C=CC=C3)[N+](=O)[O-])=C2C(=O)N)C=CC=C1 (7R)-2-[4-(2-methylphenoxy)phenyl]-7-[4-(2-nitrobenzene-1-sulfonyl)piperazin-1-yl]-4,5,6,7-tetrahydro-2H-pyrazolo[4,3-b]pyridine-3-carboxamide